[2-(4-pyridyl)thiazol-5-yl]methanol N1=CC=C(C=C1)C=1SC(=CN1)CO